[Si]([O-])([O-])([O-])[O-].[Cu+2].NCCNCCN.[Cu+2] diethylenetriamine copper silicate